BrC1=NN(C(=N1)Br)CCCCC 3,5-dibromo-1-amyl-1,2,4-triazole